N-(4-bromophenyl)-N-(1-tosyl-1H-pyrazolo[4,3-b]pyridin-5-yl)acrylamide BrC1=CC=C(C=C1)N(C(C=C)=O)C1=CC=C2C(=N1)C=NN2S(=O)(=O)C2=CC=C(C)C=C2